NC(C(CO)NC(=O)C1=C(OC2=C1C=C(C=C2)OCC2=C(N=CS2)C)C)=O N-(1-amino-3-hydroxy-1-oxopropan-2-yl)-2-methyl-5-((4-methylthiazol-5-yl)methoxy)benzofuran-3-carboxamide